CC(CNC(OC(C)(C)C)=O)CCC(=O)C=1C=C(C=CC1)C tert-butyl N-[2-methyl-5-(m-tolyl)-5-oxo-pentyl]carbamate